1-cyclopropyl-6-(1-ethoxyvinyl)benzimidazole C1(CC1)N1C=NC2=C1C=C(C=C2)C(=C)OCC